hydroxy-1H-pyrazolo[3,4-b]pyridine-4-carboxylic acid ethyl ester C(C)OC(=O)C=1C2=C(N=CC1)N(N=C2)O